((S)-2-amino-2-oxo-1-[[(3S)-2-oxopyrrolidin-3-yl]methyl]ethyl)-2-[[(E)-3-(4-chloro-2-fluoro-phenyl)prop-2-enoyl]amino]-4-methyl-pentanamide NC([C@@H](C[C@@H]1C(NCC1)=O)C(C(=O)N)(CC(C)C)NC(\C=C\C1=C(C=C(C=C1)Cl)F)=O)=O